OC1=C(C=2C([C@@H]([C@H](OC2C=C1O)C1=CC(O)=C(O)C=C1)O)=O)O 6-hydroxydihydroquercetin